NC=1C=2N(C=CN1)C(=NC2C2=CC(=C(C=C2)NC(=O)NC2=CC(=NN2C2=CC=CC=C2)C(F)(F)F)F)C2CC2 1-(4-(8-amino-3-cyclopropylimidazo[1,5-a]pyrazin-1-yl)-2-fluorophenyl)-3-(1-phenyl-3-(trifluoromethyl)-1H-pyrazol-5-yl)urea